magnesium di(t-butoxide) CC(C)(C)[O-].CC(C)(C)[O-].[Mg+2]